(E)-1-(3,4-dihydroxyphenyl)ethan-1-one O-(3-(3-methyl-1,2,4-oxadiazol-5-yl)benzyl) oxime CC1=NOC(=N1)C=1C=C(CO\N=C(/C)\C2=CC(=C(C=C2)O)O)C=CC1